(2S,4R)-N-[(S) or (R)-[3,5-difluoro-4-(propan-2-yl)phenyl](phenyl)methyl]-4-fluoro-1-[2-(1,3-oxazol-2-yl)acetyl]pyrrolidine-2-carboxamide FC=1C=C(C=C(C1C(C)C)F)[C@@H](NC(=O)[C@H]1N(C[C@@H](C1)F)C(CC=1OC=CN1)=O)C1=CC=CC=C1 |o1:11|